3-chloro-2-(bromomethyl)thiophene ClC1=C(SC=C1)CBr